7-(4-([1,1'-biphenyl]-4-ylmethyl)piperazin-1-yl)-1-cyclopropyl-6-fluoro-4-oxo-1,4-dihydroquinoline-3-carboxylic acid C1(=CC=C(C=C1)CN1CCN(CC1)C1=C(C=C2C(C(=CN(C2=C1)C1CC1)C(=O)O)=O)F)C1=CC=CC=C1